ClC=1C=C(C=CC1C(N[C@]1(CC2=C3N(N=C2CC1)C(=CC=C3O)C)C)=O)N3C=NC1=C3C=CC=C1 1-(3-Chloro-4-{[(2R)-10-hydroxy-2,7-dimethyl-1,2,3,4-tetrahydropyrido[1,2-b]indazol-2-yl]carbamoyl}phenyl)-1H-benzimidazol